1-(2-bromo-4-fluorophenyl)-N-methylethan-1-amine BrC1=C(C=CC(=C1)F)C(C)NC